(2-methyl-4-(1-methyl-1H-imidazol-4-yl)quinolin-6-yl)(morpholino)methanone CC1=NC2=CC=C(C=C2C(=C1)C=1N=CN(C1)C)C(=O)N1CCOCC1